bis(2-butyloctyl)10-[3-[2-[3-[2-(2-aminoethoxy)ethoxy]propanoylamino]ethyldisulfanyl]propanoyl-nonyl-amino]nonadecanedioate C(CCC)C(COC(CCCCCCCCC(CCCCCCCCC(=O)OCC(CCCCCC)CCCC)N(CCCCCCCCC)C(CCSSCCNC(CCOCCOCCN)=O)=O)=O)CCCCCC